1,3-dimethyl-3-(tert-pentylperoxy)butanol methyl-2-amino-4'-chloro-2'-fluoro-5-(2-(1-methyl-1H-pyrazol-4-yl)morpholino)-[1,1'-biphenyl]-3-carboxylate CC1=C(C(=C(C=C1N1CC(OCC1)C=1C=NN(C1)C)C1=C(C=C(C=C1)Cl)F)N)C(=O)OC(CC(C)(OOC(C)(C)CC)C)C